BrC=1C(=CC=2N(C1)C=C(N2)CCS(=O)(=O)C)OC 6-bromo-7-methoxy-2-(2-methylsulfonylethyl)imidazo[1,2-a]pyridine